OCC=1C=CC(=NC1)NC(OC(C)(C)C)=O tert-butyl N-[5-(hydroxymethyl)-2-pyridyl]carbamate